BrCC(=O)C1=CC(=C(C=C1)Br)C(F)(F)F 2-Bromo-1-[4-bromo-3-(trifluoromethyl)phenyl]ethan-1-one